N1N=CC=C1C=1C=NN2C1N=C(C=C2C2=CC=NN2)N2[C@@H](COCC2)C (R)-4-(3,7-di(1H-pyrazol-5-yl)pyrazolo[1,5-a]pyrimidin-5-yl)-3-methylmorpholine